1,4,5,8-naphthalenetetracarboxylic acid Dianhydride C1=CC2=C3C(=CC=C4C3=C1C(=O)OC4=O)C(=O)OC2=O